COC1(CN(C1)C(=O)[C@@H]1CC[C@H]2N1C([C@H](C[C@H]1[C@@](C2)(C1)C)NC(=O)C1=CC2=C(S1)C=CC=C2)=O)C=2N(C=CN2)C 2-(((3S,6S,7aS,8aR,9aR)-3-(3-methoxy-3-(1-methyl-1H-imidazol-2-yl)azetidine-1-carbonyl)-8a-methyl-5-oxodecahydro-1H-cyclopropa[d]pyrrolo[1,2-a]azocin-6-yl)carbamoyl)benzo[b]thiophen